The molecule is a monocarboxylic acid anion that is the conjugate base of p-hydroxyhippuric acid, obtained by deprotonation of the carboxy group; major species at pH 7.3. It has a role as a human blood serum metabolite. It is a N-acylglycinate and a monocarboxylic acid anion. It is a conjugate base of a p-hydroxyhippuric acid. C1=CC(=CC=C1C(=O)NCC(=O)[O-])O